2-fluoro-4-(((3S,4R)-4-hydroxy-4-(hydroxymethyl)-1-((4-(trifluoromethyl)phenyl)sulfonyl)pyrrolidin-3-yl)oxy)-5-isobutoxybenzonitrile FC1=C(C#N)C=C(C(=C1)O[C@H]1CN(C[C@]1(CO)O)S(=O)(=O)C1=CC=C(C=C1)C(F)(F)F)OCC(C)C